1-(pyridin-2-yl)cyclopropane-1-amine dihydrochloride Cl.Cl.N1=C(C=CC=C1)C1(CC1)N